[C@H]1(C=C([C@H](CC1)C(=C)C)O)C trans-2,8-menthadienol